C1(CCCCC1)C1=CC=C(C=C1)NC=1C2=C(N=C(N1)C=1CCOCC1)C(N(C2)C(C)C)=O 4-((4-cyclohexylphenyl)amino)-2-(3,6-dihydro-2H-pyran-4-yl)-6-isopropyl-5,6-dihydro-7H-pyrrolo[3,4-d]pyrimidin-7-one